ClC=1C=C(C=CC1Cl)C(C(=O)N1C2CCC1CC=1C(=NC=CC12)F)=O 1-(3,4-Dichlorophenyl)-2-(±)-(1-fluoro-6,7,8,9-tetrahydro-5H-5,8-epiminocyclohepta-[c]pyridin-10-yl)ethane-1,2-dione